C(C)S(=O)(=O)C=1C=CC(=NC1C=1OC2=C(N1)C=C(C=C2)S(=O)(=O)C(F)(F)F)N2N=CN(C2=O)C2=CC(=CC=C2)F 2-[5-ethylsulfonyl-6-[5-(trifluoromethylsulfonyl)-1,3-benzooxazol-2-yl]-2-pyridyl]-4-(3-fluorophenyl)-1,2,4-triazol-3-one